ClC1=C(C=CC(=C1)Cl)C1=CC(=C(C=C1)C(=O)O)NC(C1=C(C=C(C(=C1)O)C(N=S(=O)(C)C)=O)C(N(C)C)=O)=O 2',4'-dichloro-3-(4-((dimethyl(oxo)-λ6-sulfanylidene)carbamoyl)-2-(dimethyl-carbamoyl)-5-hydroxybenzamido)-[1,1'-biphenyl]-4-carboxylic acid